C(C)(C)(C)C1=C(C(=CC(=C1)C(C)(C)C)C1=C(C(=CC(=C1)C(C)(C)C)C(C)(C)C)OP1OC2=C(C3=C(O1)C(=CC(=C3)C(C)(C)C)C(C)(C)C)C=C(C=C2C(C)(C)C)C(C)(C)C)O 3,3',5,5'-tetra-tert.-butyl-2'-((2,4,8,10-tetra-tert.-butyldibenzo[d,f][1,3,2]dioxaphosphepin-6-yl)oxy)-[1,1'-biphenyl]-2-ol